2-Bromo-1H-pyrrolo[2,3-B]pyridine BrC1=CC=2C(=NC=CC2)N1